ClC=1C=NC(=NC1)CN1C(=NC2=C1C=C(C=C2F)F)N2C[C@H]([C@@H](CC2)F)N (3R,4R)-1-(1-((5-Chloro-2-pyrimidinyl)methyl)-4,6-difluoro-1H-benzimidazol-2-yl)-4-fluoro-3-piperidinamin